11-((N-(3-Heptyldecanoyl)-N-methylglycyl)oxy)-6-((4-hydroxybutyl)(methyl)amino)-undecyl 2-hexyldecanoate C(CCCCC)C(C(=O)OCCCCCC(CCCCCOC(CN(C)C(CC(CCCCCCC)CCCCCCC)=O)=O)N(C)CCCCO)CCCCCCCC